1-((1H-pyrrolo[2,3-b]pyridin-5-yl)methyl)-N-(3-(4-methyl-1H-imidazol-1-yl)-5-(trifluoromethyl)phenyl)indoline-6-carboxamide N1C=CC=2C1=NC=C(C2)CN2CCC1=CC=C(C=C21)C(=O)NC2=CC(=CC(=C2)C(F)(F)F)N2C=NC(=C2)C